NC=1N=CC2=CC(=CC(=C2C1)OC1CCN(CC1)C(=O)OC(C)(C)C)C1=C(C=CC=C1C)F tert-butyl 4-[[3-amino-7-(2-fluoro-6-methyl-phenyl)-5-isoquinolyl]oxy]piperidine-1-carboxylate